O=S1(CC(C=C1)N(C(C(C1=C(C=C(C=C1)C1=CC(=C(C=C1)F)F)F)N1N=CC=C1)=O)CC1=CC=NC=C1)=O N-(1,1-dioxido-2,3-dihydrothiophen-3-yl)-2-(1H-pyrazol-1-yl)-N-(pyridin-4-ylmethyl)-2-(3,3',4'-trifluoro-[1,1'-biphenyl]-4-yl)acetamide